tin dibutyldiaminodithioglycolate C(CCC)N(C(C(=S)[S-])(O)N)CCCC.[Sn+4].C(CCC)N(CCCC)C(C(=S)[S-])(O)N.C(CCC)N(CCCC)C(C(=S)[S-])(O)N.C(CCC)N(CCCC)C(C(=S)[S-])(O)N